(3-(4-fluorophenyl)prop-1-yn-1-yl)trimethylsilane FC1=CC=C(C=C1)CC#C[Si](C)(C)C